BrC=1C=C(C(=NC1C(F)(F)F)OC)N(CC1=CC=C(C=C1)OC)CC1=CC=C(C=C1)OC 5-bromo-2-methoxy-N,N-bis(4-methoxybenzyl)-6-(trifluoromethyl)pyridin-3-amine